2-chloro-N-(2,4-dibromophenyl)acetamide 3-hydroxy-phenylcarbamate OC=1C=C(C=CC1)NC(O)=O.ClCC(=O)NC1=C(C=C(C=C1)Br)Br